8-[(1S,2S)-2-[1-(2,2-difluoroethyl)indazol-6-yl]cyclopropyl]-6-(2,4-dimethoxypyrimidin-5-yl)imidazo[1,2-b]pyridazine FC(CN1N=CC2=CC=C(C=C12)[C@@H]1[C@H](C1)C=1C=2N(N=C(C1)C=1C(=NC(=NC1)OC)OC)C=CN2)F